C(C)(C)(C)OC(=O)N1C2CN(CC1CC2)C2=CC=C(C=C2)C#N 3-(4-cyanophenyl)-3,8-diazabicyclo[3.2.1]Octane-8-carboxylic acid tert-butyl ester